N(NC(=S)N)=CC1=CC(C=NNC(=S)N)=CC(=C1)N 5-aminoisophthalaldehyde bisthiosemicarbazone